5,8-dichloro-2-((4,6-dimethyl-2-oxo-1,2-dihydropyridin-3-yl)methyl)-7-(3,5-dimethylisoxazol-4-yl)-3,4-dihydroisoquinolin-1(2H)-one ClC1=C2CCN(C(C2=C(C(=C1)C=1C(=NOC1C)C)Cl)=O)CC=1C(NC(=CC1C)C)=O